3-(1H-indazol-1-yl)-1-(2-(6-((4-methylthiazol-2-yl)amino)pyridin-2-yl)morpholino)propan-1-one N1(N=CC2=CC=CC=C12)CCC(=O)N1CC(OCC1)C1=NC(=CC=C1)NC=1SC=C(N1)C